[Pb+](I)(I)I.C[NH3+] methylammonium lead trisiodide